(5S)-5-(2-fluorophenyl)-N-[(6S)-2,4-dimethyl-5-oxo-7,8-dihydro-6H-pyrazolo[1,5-a][1,3]diazepin-6-yl]-6,7-dihydro-5H-pyrrolo[1,2-b][1,2,4]triazole-2-carboxamide FC1=C(C=CC=C1)[C@@H]1CCC=2N1N=C(N2)C(=O)N[C@@H]2C(N(C=1N(CC2)N=C(C1)C)C)=O